CC1=CC=C(C=N1)C1=NN=C(O1)C12CC3(CC(CC(C1)C3)C2)NC(=O)C2=NC=CC=C2 Pyridine-2-carboxylic acid {3-[5-(6-methyl-pyridin-3-yl)-[1,3,4]oxadiazol-2-yl]-adamantan-1-yl}-amide